phenylbis(2,4,6-trimethylbenzoyl)-phosphine oxide C1(=CC=CC=C1)P(C(C1=C(C=C(C=C1C)C)C)=O)(C(C1=C(C=C(C=C1C)C)C)=O)=O